NC1=C(C=C(C=C1)C1=CC(=C(C=C1)N)C)C 4,4'-diamino-3,3'-dimethyl-1,1'-biphenyl